N[C@H]1[C@H](CC[C@@H](C(=O)OCC2=CC=CC=C2)NC(C[C@@H](CCCCCCCCCCC)OC(CCCCCCCCC)=O)=O)O[C@@H]([C@H]([C@@H]1OC(C[C@@H](CCCCCCCCCCC)OC(CCCCCCCCC)=O)=O)O)CO Benzyl 6-amino-5,9-anhydro-7-O-[(3R)-3-(decanoyloxy) tetradecanoyl]-2-{[(3R)-3-(decanoyloxy) Tetradecanoyl] amino}-2,3,4,6-tetradeoxy-D-erythro-L-galacto-deconate